3-(4-(1-methyl-1,2,3,6-tetrahydropyridin-4-yl)phenyl)-5-(4-methylpyrid-3-yl)-1H-pyrazolo[4,3-c]pyridazin-6(5H)-one CN1CCC(=CC1)C1=CC=C(C=C1)C1=NNC=2C1=NN(C(C2)=O)C=2C=NC=CC2C